C(C)(C)(C)OC(NC1=C(C=C(C(=C1)N1CCC(CC1)N(C)C)C)N)=O tert-butyl(2-amino-5-(4-(dimethylamino)piperidin-1-yl)-4-methylphenyl)carbamate